OC(=O)C1=C(C=C(CN)C=C1)C1=CC=CC=C1 (4-hydroxycarbonyl-3-phenylbenzyl)amine